(2-(Cyclopentyloxy)-2-phenylpropyl)pentafluoro-λ6-sulphane C1(CCCC1)OC(CS(F)(F)(F)(F)F)(C)C1=CC=CC=C1